N-((1-phenylcycloheptyl)carbamoyl)-6,7-dihydro-5H-pyrazolo[5,1-b][1,3]oxazine-3-sulfonamide C1(=CC=CC=C1)C1(CCCCCC1)NC(=O)NS(=O)(=O)C=1C=NN2C1OCCC2